FC(C=1C=2N(C=CC1)N=C(C2)C2N(CCC1=C2N=CN1)C=O)(F)F (4-(4-(trifluoromethyl)pyrazolo[1,5-a]pyridin-2-yl)-6,7-dihydro-1H-imidazo[4,5-c]pyridin-5(4H)-yl)methanone